ClC=1C=C(C(=C(C1)O)C1=CC2=C(N=N1)N(C=C2)CC2CCN(CC2)S(=O)(=O)C)C 5-Chloro-2-{7-[(1-methanesulfonylpiperidin-4-yl)methyl]-7H-pyrrolo[2,3-c]pyridazin-3-yl}-3-methylphenol